OCCCCN1C=[N+](C(=C1)CCCCO)CCCCO 1,3,4-tris(4-hydroxybutyl)imidazolium